prop-2-ene-1-yl carbamate C(N)(OCC=C)=O